FC1=C(N=CC2=C1N=C(N=C2N2CC1CCC(C2)N1C(=O)OCCCC)SC)C1=CC(=CC2=CC=C(C(=C12)C#C[Si](C(C)C)(C(C)C)C(C)C)F)OCOC butyl 3-[8-fluoro-7-[7-fluoro-3-(methoxymethoxy)-8-(2-triisopropylsilylethynyl)-1-naphthyl]-2-methylsulfanyl-pyrido[4,3-d]pyrimidin-4-yl]-3,8-diazabicyclo[3.2.1]octane-8-carboxylate